(1R,5S,9s)-7-benzyl-3-oxa-7-azabicyclo[3.3.1]nonan-9-ol C1[C@@H]2COC[C@@H](C2O)CN1CC3=CC=CC=C3